N1=C(C(=CC=C1)C(=O)O)C1=NC=CC=C1C(=O)O.[Pd+2] palladium (II) 2,2'-bipyridyl-3,3'-dicarboxylic acid